4-[5-[3-chloro-5-(trifluoromethyl)phenyl]-4,5-dihydro-5-(trifluoromethyl)-3-isoxazolyl]-N-[2-oxo-2-[(2,2,2-trifluoroethyl)amino]ethyl]-1-naphthalene-carboxamide ClC=1C=C(C=C(C1)C(F)(F)F)C1(CC(=NO1)C1=CC=C(C2=CC=CC=C12)C(=O)NCC(NCC(F)(F)F)=O)C(F)(F)F